NC(CC(=O)O)CN 3,4-Diaminobutanoic acid